hexadecyl nonyl-sulfonate C(CCCCCCCC)S(=O)(=O)OCCCCCCCCCCCCCCCC